C(CCCC)C1=CC=C(C(=O)NCC(=O)N2C(CCC2)C(=O)N)C=C1 ((4-pentylbenzoyl)glycyl)pyrrolidine-2-carboxamide